FC=1C=C2CC(N(C2=CC1)C)=O 5-Fluoro-1-methylindolin-2-one